ClC1=NC=C2C=C(N=C(C2=C1)N1CC(OCC1)C)C1=C(C(=CC(=C1F)OC)OC)F 4-(7-chloro-3-(2,6-difluoro-3,5-dimethoxyphenyl)-2,6-naphthyridin-1-yl)-2-methylmorpholine